S(=O)(=O)([O-])[O-].C(CCCCCCCCCCC)[N+](C)(C)C.C(CCCCCCCCCCC)[N+](C)(C)C n-dodecyltrimethylammonium sulfate